FC1=CC=C(C=C1)CCCCCCCC(=O)N 8-(4-fluorophenyl)octaneamide